5-isopropoxy-3-(6-(pyrrolidin-1-yl)pyridazin-4-yl)-1-trityl-1H-indazole C(C)(C)OC=1C=C2C(=NN(C2=CC1)C(C1=CC=CC=C1)(C1=CC=CC=C1)C1=CC=CC=C1)C1=CN=NC(=C1)N1CCCC1